C(C)(C)(C)OC(N[C@@H](C(N1CCN(CC1)C1=CC(=CC=C1)C(F)(F)F)=O)COC)=O (R,S)-tert-butyl(3-methoxy-1-oxo-1-(4-(3-(trifluoromethyl)phenyl)piperazin-1-yl)propan-2-yl)carbamate